C(C)(C)(C)OC(=O)NC1=C(C(=C(C(=C1F)F)[Si](C)(C)C)F)C=C(C(=O)OCC)OCC ethyl 3-(2-((tert-butoxycarbonyl)amino)-3,4,6-trifluoro (trimethylsilyl)phenyl)-2-ethoxyacrylate